O=C1C(=NC2=CC=CC=C2N1)C(C=O)=NNC1=CC=CC=C1 (3-OXO-3,4-DIHYDRO-2-QUINOXALINYL)(PHENYLHYDRAZONO)ACETALDEHYDE